2-(furan-2-yl)-3-(methylthio)-3a,8a-dihydrofuro[2,3-b]benzofuran O1C(=CC=C1)C1=C(C2C(OC3=C2C=CC=C3)O1)SC